3-(1-Isopropyl-4-methoxy-4-methylpentyl)sulfanylundecanal C(C)(C)C(CCC(C)(C)OC)SC(CC=O)CCCCCCCC